Methyl {[1-(5-{5-[6-ethoxy-5-(trifluoromethyl)pyridin-3-yl]-7-[{[1-(methoxymethyl)cyclobutyl]methyl}(methyl)amino]-1H-imidazo[4,5-b]pyridin-2-yl}pyrazin-2-yl)piperidin-4-yl]oxy}acetate C(C)OC1=C(C=C(C=N1)C1=CC(=C2C(=N1)N=C(N2)C=2N=CC(=NC2)N2CCC(CC2)OCC(=O)OC)N(C)CC2(CCC2)COC)C(F)(F)F